C(C)(C)(C)OC(=O)N1[C@H]2CN(C[C@@H]1CC2)C2=NC(=NC(=N2)Cl)Cl (1R,5S)-3-(4,6-dichloro-1,3,5-triazin-2-yl)-3,8-diazabicyclo[3.2.1]octane-8-carboxylic acid tert-butyl ester